CCCCCCCCCCCCCCC(=O)OC[C@H](COP(=O)(O)OC[C@H](CO)O)OC(=O)CCCCCCCCCCCC 1-pentadecanoyl-2-tridecanoyl-glycero-3-phospho-(1'-sn-glycerol)